C1(=CC=CC=C1)C=1C=C(C=NC1)OC1=C(N=NN1)C(=O)O 5-((5-phenylpyridin-3-yl)oxy)-1H-1,2,3-triazole-4-carboxylic acid